ClC1=C(C(=CC=C1)Cl)N1CC(C1)C1=CC=C(C2=CC=CC=C12)CN1CC(C1)(O)C 1-((4-(1-(2,6-dichlorophenyl)azetidin-3-yl)naphthalen-1-yl)methyl)-3-methylazetidin-3-ol